(2R,3R,4S,5R,6R)-5-hydroxy-6-(hydroxymethyl)-2-((5-(piperidin-4-yl)isoxazol-3-yl)methyl)-4-(4-(3,4,5-trifluorophenyl)-1H-1,2,3-triazol-1-yl)tetrahydro-2H-pyran-3-yl acetate C(C)(=O)O[C@H]1[C@H](O[C@@H]([C@@H]([C@@H]1N1N=NC(=C1)C1=CC(=C(C(=C1)F)F)F)O)CO)CC1=NOC(=C1)C1CCNCC1